CC1=CC(=CC(=N1)NC=1C=C(C2=C(OCCO2)C1)OS(=O)(=O)C(F)(F)F)NC trifluoromethanesulfonic acid [7-[[6-methyl-4-(methylamino)-2-pyridinyl] amino]-2,3-dihydro-1,4-benzodioxin-5-yl] ester